C(C)OCCC(=O)N(CC)CC 3-ethoxy-N,N-diethylpropionamide